ClC1=C(C(=C(C=N1)C(C)=O)C)OC (6-chloro-5-methoxy-4-methylpyridin-3-yl)ethan-1-one